Cl.NC/C(/CN1N=CN(C1=O)CC=1SC(=CC1)C1=CC(=CC=C1)N1CCNCC1)=C\F 2-[(2E)-2-(aminomethyl)-3-fluoroprop-2-en-1-yl]-4-(5-[3-(piperazin-1-yl)phenyl]thiophen-2-ylmethyl)-2,4-dihydro-3H-1,2,4-triazol-3-one hydrochloride